8-(2-Chloroacetyl)-4-((5-(2,3-dihydrobenzo[b][1,4]dioxin-6-yl)furan-2-yl)methyl)-1-thia-4,8-diazaspiro[4.5]decan-3-one ClCC(=O)N1CCC2(N(C(CS2)=O)CC=2OC(=CC2)C2=CC3=C(OCCO3)C=C2)CC1